NC1=NN2C(C=C(C=C2)C=2C=NC(=C(C(=O)NCC3=C(C=CC=C3)COC(C)C)C2)OC)=N1 5-(2-amino-[1,2,4]triazolo[1,5-a]pyridin-7-yl)-N-(2-(isopropoxymethyl)benzyl)-2-methoxynicotinamide